5-chloro-4-iodo-N,N-dimethylpyridin-2-amine ClC=1C(=CC(=NC1)N(C)C)I